NCC1=NNC(C2=CC=C(C=C12)C1=C(N(N=C1)C)C1=C(C#N)C(=CC=C1F)OC1CC1)=O (M)-2-[4-[4-(aminomethyl)-1-oxo-2H-phthalazin-6-yl]-2-methyl-pyrazol-3-yl]-6-(cyclopropoxy)-3-fluoro-benzonitrile